N-(4-benzyl-3-oxo-3,4-dihydro-2H-benzo[b][1,4]oxazin-7-yl)-3,4-dihydro-isoquinoline-2(1H)-carboxamide C(C1=CC=CC=C1)N1C2=C(OCC1=O)C=C(C=C2)NC(=O)N2CC1=CC=CC=C1CC2